CC=1C=CC(=NC1)C=CC(=O)NN N'-(5-methylpyridin-2-yl)acryloyl-hydrazine